2-(4-(4-((4H-1,2,4-triazol-3-yl)methoxy)-3-fluoro-5-methoxyphenyl)-3-methyl-2-oxo-6-(trifluoromethyl)-2,3-dihydro-1H-benzo[d]imidazol-1-yl)-N-(6-fluoropyridin-3-yl)acetamide N=1N=C(NC1)COC1=C(C=C(C=C1OC)C1=CC(=CC=2N(C(N(C21)C)=O)CC(=O)NC=2C=NC(=CC2)F)C(F)(F)F)F